C1(CC1)C1=NC=NC(=C1C1=NC(=C2C(=N1)NN=C2)NCC2=CC=C(C=C2)C=2N(C=C(N2)C(F)(F)F)C)OC 6-(4-cyclopropyl-6-methoxypyrimidin-5-yl)-N-(4-(1-methyl-4-(trifluoromethyl)-1H-imidazol-2-yl)benzyl)-1H-pyrazolo[3,4-d]pyrimidin-4-amine